C[C@H]1CN(C[C@H](C1)C)CC=1C=C(C=2N(C1)C=CN2)C(=O)N 6-(((3R,5S)-3,5-dimethylpiperidin-1-yl)methyl)imidazo[1,2-a]pyridine-8-carboxamide